SC1=NN=CC(N1)=O 3-mercapto-1,2,4-triazin-5(4H)-one